3-[2-[(E,3R)-5-[3-(Benzenesulfonamido)-4-(trifluoromethyl)phenyl]-3-hydroxypent-4-enoxy]phenyl]propanoic acid C1(=CC=CC=C1)S(=O)(=O)NC=1C=C(C=CC1C(F)(F)F)/C=C/[C@@H](CCOC1=C(C=CC=C1)CCC(=O)O)O